1-(5-(4-amino-1-iso-propyl-1H-pyrazolo[3,4-d]pyrimidin-3-yl)-4-fluoroindolin-1-yl)-2-(4-fluorophenyl)ethan-1-one NC1=C2C(=NC=N1)N(N=C2C=2C(=C1CCN(C1=CC2)C(CC2=CC=C(C=C2)F)=O)F)C(C)C